C1(CCCCC1)C(=O)NCC1=CC=C(C=C1)NC(=O)NCC1=CC=C(C=C1)F N-{4-[(cyclohexylcarbonylamino)methyl]phenyl}{[(4-fluorophenyl)methyl]amino}carboxamide